[Al].N(=O)N(O)C1=CC=CC=C1.N(=O)N(O)C1=CC=CC=C1.N(=O)N(O)C1=CC=CC=C1 tris-(N-nitroso-N-phenylhydroxylamine)-aluminum salt